C1(=CC=CC=C1)S(=O)(=O)N1C=CC=2C1=NC=C1C2C2(C(N1)=O)CCCC2 3'-(phenylsulfonyl)-3',6'-dihydro-7'H-spiro[cyclopentane-1,8'-dipyrrolo[2,3-b:3',2'-d]pyridin]-7'-one